FC(C1=CC=C(C=C1)N1CCCC1)(F)F (4-(trifluoromethyl)phenyl)pyrrolidine